IC1=CN(C2=C1C(=NC=C2)C(F)(F)F)S(=O)(=O)C2=CC=C(C=C2)C 3-iodo-1-(4-methylbenzenesulfonyl)-4-(trifluoromethyl)-1H-pyrrolo[3,2-c]-pyridine